N-(6-(difluoromethyl)pyridin-2-yl)-8-ethoxy-2-((1S,4R)-1-methyl-2-oxabicyclo[2.2.1]heptan-4-yl)imidazo[1,2-a]pyrazine-6-carboxamide FC(C1=CC=CC(=N1)NC(=O)C=1N=C(C=2N(C1)C=C(N2)[C@@]21CO[C@@](CC2)(C1)C)OCC)F